5-(1-((1-cyclopropyl-1H-1,2,3-triazol-4-yl)methyl)-4-hydroxypiperidin-4-yl)-2-(2,6-dioxopiperidin-3-yl)isoindoline-1,3-dione C1(CC1)N1N=NC(=C1)CN1CCC(CC1)(O)C=1C=C2C(N(C(C2=CC1)=O)C1C(NC(CC1)=O)=O)=O